C(C)(C)(C)OC(=O)N[C@H]1[C@@H](CN(CC1)CC1CC1)C(=O)O |r| racemic-(3R,4R)-4-tert-butoxycarbonylamino-1-cyclopropylmethyl-piperidine-3-carboxylic acid